C(C)(C)(C)OC(=O)N1CCC(CC1)N1C(C=C(C=C1)Br)=O 4-(4-bromo-2-oxopyridin-1(2H)-yl)piperidine-1-carboxylic acid tert-butyl ester